C=CC[C@@]1([C@@H]([C@@H]([C@H](O1)CO)O)O)N2C=NC3=C(N=CN=C32)N allyladenosine